2-BORONO-6-(TRIFLUOROMETHYL)BENZOIC ACID B(O)(O)C1=C(C(=O)O)C(=CC=C1)C(F)(F)F